(S)-2-((1-(3-benzhydryl-1-methyl-1,2,4-triazol-5-yl)ethyl)carbamoyl)-4-methoxypyridin-3-yl isobutyl carbonate C(OC=1C(=NC=CC1OC)C(N[C@@H](C)C1=NC(=NN1C)C(C1=CC=CC=C1)C1=CC=CC=C1)=O)(OCC(C)C)=O